FC=1C2=C(C(=NC1)C1=CC=C(C(=O)O)C=C1)C=CN2 4-(7-fluoro-1H-pyrrolo[3,2-c]pyridin-4-yl)benzoic acid